C[C@H]1CNCC[C@H]1NC(=O)C1=CC(=CC=2N(C=NC21)CC(F)(F)F)C#CCNC=2C(OC)=CC=C(C2)C(NC)=O N-[(3S,4R)-3-methyl-4-piperidyl]-6-{3-[4-(N-methylcarbamoyl)-2-anisidino]-1-propynyl}-1-(2,2,2-trifluoroethyl)-1H-1,3-benzimidazole-4-carboxamide